(4-{[2-(Trimethylsilyl)ethoxy]methoxy}phenyl)amine C[Si](CCOCOC1=CC=C(C=C1)N)(C)C